C(CC)[Si](O[Si](C)(C)C)(O[Si](C)(C)C)O[Si](C)(C)C propyl-tris(trimethylsiloxy)silane